ClC1=C2C3=C(NC2=CC=C1)N=C(N=C3N(C3=CC=1CCCCC1C=C3)C)N 5-chloro-N4-methyl-N4-(5,6,7,8-tetrahydronaphthalen-2-yl)-9H-pyrimido[4,5-b]indole-2,4-diamine